CC1(C2=CC(=CC=C2C(C=2C3=C(OC21)C=CC=C3)=O)OCCN3CC(N(CC3)C)=O)C 4-[2-(6,6-Dimethyl-11-oxo-6,11-dihydro-benzo[b]naphtho[2,3-d]furan-8-yloxy)-ethyl]-1-methyl-piperazin-2-one